C([C@@H]1[C@H]([C@@H]([C@H]([C@H](O1)O)[NH3+])O)O)OP(=O)([O-])[O-] The molecule is a 2-ammonio-2-deoxy-D-glucopyranose 6-phosphate in which the anomeric centre has alpha-configuration. It is a conjugate base of an alpha-D-glucosamine 6-phosphate.